tert-butyl (R)-3-((6-chloropyrazin-2-yl)oxy)piperidine-1-carboxylate ClC1=CN=CC(=N1)O[C@H]1CN(CCC1)C(=O)OC(C)(C)C